2,5-bis(p-toluidinyl)terephthalic acid N(C1=CC=C(C=C1)C)C1=C(C(=O)O)C=C(C(=C1)C(=O)O)NC1=CC=C(C=C1)C